2,2-dimethylcyclopropane-1-carboxamide CC1(C(C1)C(=O)N)C